CN(OC)C([C@H](CO[Si](C(C)(C)C)(C)C)NC(OCC1=CC=CC=C1)=O)=O benzyl (S)-(3,8,8,9,9-pentamethyl-4-oxo-2,7-dioxa-3-aza-8-siladecan-5-yl)carbamate